OC1=C(C=CC(=C1)C#CC)C1=NN=C(C(N1C)=O)N[C@H]1CN(CCC1)C (R)-3-(2-hydroxy-4-(prop-1-yn-1-yl)phenyl)-4-methyl-6-((1-methylpiperidin-3-yl)amino)-1,2,4-triazin-5(4H)-one